(oxapent-2-yl)methylamine OC(CCC)NC